2-(4-methoxybenzyl)-6-(methylcarbamoyl)isonicotinic acid COC1=CC=C(CC=2C=C(C(=O)O)C=C(N2)C(NC)=O)C=C1